4-(4-(1-ethyl-3-(trifluoromethyl)-1H-pyrazol-4-yl)-5-methylthiophen-3-yl)thieno[2,3-c]pyridine-2-carbonitrile C(C)N1N=C(C(=C1)C=1C(=CSC1C)C1=C2C(=CN=C1)SC(=C2)C#N)C(F)(F)F